ClC1=CC(=NC2=CC(=C(C=C12)C1=CC=C(C=C1)F)C)C 4-chloro-6-(4-fluorophenyl)-2,7-dimethylquinoline